C(=O)(O)[C@H](CCCCNC(C1=CC=C(C=C1)C#C)=O)NC(=O)N[C@@H](CCC(=O)O)C(=O)O (((S)-1-carboxy-5-(4-ethynylbenzamido)pentyl)carbamoyl)-L-glutamic acid